2-amino-3-oxo-3H-phenoxazine-1-carboxylic acid NC1=C(C2=NC3=CC=CC=C3OC2=CC1=O)C(=O)O